CN1CCC(CC1)N1N=CC(=C1)N 1-(1-methylpiperidin-4-yl)-1H-pyrazole-4-amine